6-[8-([1,3]thiazolo[4,5-b]pyridin-2-ylcarbamoyl)-3,4-dihydroisoquinolin-2(1H)-yl]pyridine-2-carboxylate S1C(=NC2=NC=CC=C21)NC(=O)C=2C=CC=C1CCN(CC21)C2=CC=CC(=N2)C(=O)[O-]